2-chloro-3-(methoxymethyl)-2'-methyl-spiro[4,5-dihydrothieno[2,3-C]pyran-7,4'-piperidine]-1'-carboxylic acid tert-butyl ester C(C)(C)(C)OC(=O)N1C(CC2(CC1)OCCC1=C2SC(=C1COC)Cl)C